FC=1C=C(C=CC1)[C@@H]1N(CCC1)C=1C=CC=2N(N1)C(=CN2)C2=CC=C(C#N)C=C2 (R)-4-(6-(2-(3-fluorophenyl)pyrrolidin-1-yl)imidazo[1,2-b]pyridazin-3-yl)benzonitrile